CN1N=CC(=C1)CNC1=CC(C1=O)=O 4-(((1-methyl-1H-pyrazol-4-yl)methyl)amino)cyclobut-3-ene-1,2-dione